BrC1=C(C=CC(=C1)C(F)(F)F)/C=C/C1CN(C1)C(=O)OC(C)(C)C tert-Butyl 3-[(E)-2-[2-bromo-4-(trifluoromethyl)phenyl]vinyl]azetidine-1-carboxylate